COCCOC(N(C1=NC=C(N=C1)C=1C=NC(=NC1)OC)[C@@H]1CC[C@H](CC1)NC1=NC=C(C(=N1)C1=NNC=C1Cl)C(F)(F)F)=O 2-methoxyethyl(trans-4-((4-(4-chloro-1H-pyrazol-3-yl)-5-(trifluoromethyl)pyrimidin-2-yl)amino)cyclohexyl)(5-(2-methoxypyrimidin-5-yl)pyrazin-2-yl)carbamate